ClC=1C(=NC(=NC1OCC1=CC=C(C=C1)C=1N(C=C(N1)C(F)(F)F)C)C=1C(=NC=NC1OC)C1CC1)C 5-chloro-2-(4-cyclopropyl-6-methoxy-pyrimidin-5-yl)-4-methyl-6-[[4-[1-methyl-4-(trifluoromethyl)imidazol-2-yl]phenyl]methoxy]pyrimidine